tert-butyl N-(tert-butoxycarbonyl)-N-(6-[2-[(tert-butyldimethylsilyl) oxy]ethyl]-3-methoxypyrazin-2-yl)carbamate C(C)(C)(C)OC(=O)N(C(OC(C)(C)C)=O)C1=NC(=CN=C1OC)CCO[Si](C)(C)C(C)(C)C